C(C)N1CC(CCC1)NC1=NN=C(C2=CC=C(C=C12)C)C1=C(C=C(C=C1)S(=O)(=O)C)O 2-[4-[[1-ethyl-3-piperidyl]amino]-6-methyl-phthalazin-1-yl]-5-methylsulfonyl-phenol